OCC([C@H](C[C@H]1C(NCC1)=O)NC(=O)[C@H]1N(CCN(C1)C1=CC=CC=C1)C(=O)C1(C2=CC=CC=C2C=2C=CC=CC12)O)=O (S)-N-((S)-4-hydroxy-3-oxo-1-((S)-2-oxopyrrolidin-3-yl)butan-2-yl)-1-(9-hydroxy-9H-fluorene-9-carbonyl)-4-phenylpiperazine-2-carboxamide